N[C@H](C(=O)O)C1CCN(CC1)CC(=O)O (S)-2-amino-2-(1-(carboxymethyl)piperidin-4-yl)acetic acid